tert-butyl (1S,4S)-5-((4-((3S,4S)-4-(3,4-dihydroisoquinolin-2(1H)-yl)-3-hydroxypiperidine-1-carbonyl)-5-fluoropyridin-2-yl)amino)-2-azabicyclo[2.2.1]heptane-2-carboxylate C1N(CCC2=CC=CC=C12)[C@@H]1[C@H](CN(CC1)C(=O)C1=CC(=NC=C1F)NC1[C@@H]2CN([C@H](C1)C2)C(=O)OC(C)(C)C)O